COCC1=CC=CC(=N1)C=1C=CC(=NC1)N[C@@H]1C[C@@H](CC1)CNC(=O)C1=CC(=NO1)C N-[[(1R,3S)-3-[[5-[6-(methoxymethyl)-2-pyridyl]-2-pyridyl]amino]cyclopentyl]methyl]-3-methyl-isoxazole-5-carboxamide